γ-aminobutyryl-1-methyl-histidine NCCCC(=O)N[C@@H](CC1=CN(C=N1)C)C(=O)O